6-chloro-5-methoxy-1-methyl-3-(1H-pyrazol-4-yl)-2-(5-(trifluoromethyl)-4H-1,2,4-triazol-3-yl)-1H-pyrrolo[3,2-b]pyridine ClC=1C=C2C(=NC1OC)C(=C(N2C)C2=NN=C(N2)C(F)(F)F)C=2C=NNC2